tert-butyl N-[4-[[1-(4-aminophenyl)-4-piperidyl]methyl-methyl-amino]cyclohexyl]carbamate NC1=CC=C(C=C1)N1CCC(CC1)CN(C1CCC(CC1)NC(OC(C)(C)C)=O)C